1-benzyl-4-(5-chloropyridin-2-yl)piperidine-4-carboxamide tert-Butyl-3-(7-cyclopropyl-1H-indazol-3-yl)-5,6-dihydro-2H-pyridine-1-carboxylate C(C)(C)(C)OC(=O)N1CC(=CCC1)C1=NNC2=C(C=CC=C12)C1CC1.C(C1=CC=CC=C1)N1CCC(CC1)(C(=O)N)C1=NC=C(C=C1)Cl